(S)-[1-(4-amino-phenyl)-ethyl]-carbamic acid tert-butyl ester C(C)(C)(C)OC(N[C@@H](C)C1=CC=C(C=C1)N)=O